6-chloro-7-fluoro-8-methoxyquinazoline-2,4-diol ClC=1C=C2C(=NC(=NC2=C(C1F)OC)O)O